lysine-n-hexyl ester C(CCCCC)OC([C@@H](N)CCCCN)=O